C(C)(C)(C)OC(=O)N(C1CC(C1)(OC=1C=2N(C=C(N1)C=1C=NN(C1)C(=O)OC(C)(C)C)N=CC2)C)C tert-butyl 4-(4-((1s,3s)-3-((tert-butoxycarbonyl)(methyl)amino)-1-methylcyclobutoxy)pyrazolo[1,5-a]pyrazin-6-yl)-1H-pyrazole-1-carboxylate